terbium oxysulfide O=S.[Tb]